OC1=NC(=NC(=C1)O)SC 4,6-dihydroxyl-2-methylthiopyrimidine